C(CCCCCCCCC(=O)O)(=O)O.C1(CCC(N1)=O)=O succinimide Sebacate